Boc-N-t-butoxycarbonyl-L-lysine C(=O)(OC(C)(C)C)N([C@@H](CCCCN)C(=O)O)C(=O)OC(C)(C)C